(2r,3r)-4-benzyl-3-(methoxymethyl)-2-methylmorpholine C(C1=CC=CC=C1)N1[C@@H]([C@H](OCC1)C)COC